4-(Difluoro-pyrazol-4-yl)-1,3,4,5-tetrahydro-6H-pyrano[4,3-b]thieno[3,2-d]pyridin-6-one FC1=C(C(=NN1)F)C1COCC2=C1NC(C1=C2C=CS1)=O